FC1=C(N)C=CC(=C1)N1CC2C(C1)COC2 2-fluoro-4-(tetrahydro-1H-furo[3,4-c]pyrrol-5(3H)-yl)aniline